The molecule is a disaccharide derivative that is betanidin in which a beta-D-glucuronosyl-(1->2)-beta-D-glucosyl moiety is attached at position 5. It has a role as a plant metabolite and a biological pigment. It is a disaccharide derivative, an olefinic compound, a tetrahydropyridine and a member of indoles. It derives from a betanidin. C\\1[C@H](NC(=C/C1=C/C=[N+]2[C@@H](CC3=CC(=C(C=C32)O)O[C@H]4[C@@H]([C@H]([C@@H]([C@H](O4)CO)O)O)O[C@H]5[C@@H]([C@H]([C@@H]([C@H](O5)C(=O)O)O)O)O)C(=O)[O-])C(=O)O)C(=O)O